FC1=C(C=2C=CC3=CC=CC=C3C2C=C1)F difluoro-phenanthrene